tert-butyl (trans)-3-methoxy-4-((2-((1-methyl-1H-pyrazol-4-yl)amino)-7-oxo-6-phenylpyrido[2,3-d]pyrimidin-8(7H)-yl)methyl)pyrrolidine-1-carboxylate CO[C@@H]1CN(C[C@H]1CN1C(C(=CC2=C1N=C(N=C2)NC=2C=NN(C2)C)C2=CC=CC=C2)=O)C(=O)OC(C)(C)C